tert-Butyl 2-(4-ethoxyphenyl)-5-morpholinothiazole-4-carboxylate C(C)OC1=CC=C(C=C1)C=1SC(=C(N1)C(=O)OC(C)(C)C)N1CCOCC1